P(=O)(Cl)(Cl)OC(C1=C(C(=C(C(=C1F)F)F)F)F)C1=C(C(=C(C(=C1F)F)F)F)F 1,1-di(pentafluorophenyl)methanol dichlorophosphate